(2S)-2-[[(2S)-2-amino-4-[5-[bis(2-chloroethyl)amino]-1-methyl-benzimidazol-2-yl]butanoyl]amino]-4-methyl-pentanoate dihydrochloride Cl.Cl.N[C@H](C(=O)N[C@H](C(=O)O)CC(C)C)CCC1=NC2=C(N1C)C=CC(=C2)N(CCCl)CCCl